(2S,2S)-2-(6-(2,4-dimethoxypyrimidin-5-yl)imidazo[1,2-b]pyridazin-8-ylcyclopropyl)-2-(trifluoromethyl)benzonitrile COC1=NC=C(C(=N1)OC)C=1C=C(C=2N(N1)C=CN2)C2(CC2)[C@]2(C(C#N)C=CC=C2)C(F)(F)F